FC1(OC2=C(O1)C=CC(=C2)N(C(=O)C=2C=C(C=CC2)N2N=C(C1=C2[C@@H](COC1)OC1=CC=C(C(=O)O)C=C1)C(F)(F)F)C)F |o1:24| (S)- or (R)-4-[[1-[3-[(2,2-difluoro-1,3-benzodioxol-5-yl)-methyl-carbamoyl]phenyl]-3-(trifluoromethyl)-6,7-dihydro-4H-pyrano[4,3-c]pyrazol-7-yl]oxy]benzoic acid